C1(CCCCC1)C(=O)[O-] cyclohexane-At